C(C)OC(=O)C1CN(CCC1)C(=O)C=1C(N(C(N(N1)C1=CC(=C(C=C1)C)C)=O)CC1=C(C=CC=C1)C)=O 1-(2-(3,4-dimethylphenyl)-4-(2-methylbenzyl)-3,5-dioxo-2,3,4,5-tetrahydro-1,2,4-triazine-6-carbonyl)piperidine-3-carboxylic acid ethyl ester